5-(3-(2,6-difluoro-3,5-dimethoxyphenyl)-7-(1,3-dimethyl-1H-pyrazol-4-yl)-2-oxo-3,4-dihydropyrido[4,3-d]pyrimidin-1(2H)-yl)-2-fluorobenzonitrile FC1=C(C(=C(C=C1OC)OC)F)N1C(N(C2=C(C1)C=NC(=C2)C=2C(=NN(C2)C)C)C=2C=CC(=C(C#N)C2)F)=O